(±)-trans-4-phenyl-3-[(3-phenoxyphenyl)carbamoyl]Pyrrolidine-1-carboxylic acid C1(=CC=CC=C1)[C@H]1[C@@H](CN(C1)C(=O)O)C(NC1=CC(=CC=C1)OC1=CC=CC=C1)=O |r|